1-(2-(1,3-Dioxolan-2-yl)ethyl)-5-methoxy-1H-indole O1C(OCC1)CCN1C=CC2=CC(=CC=C12)OC